1-(3-((4-carboxy-4-methylpentyl)oxy)propyl)cyclopropane C(=O)(O)C(CCCOCCCC1CC1)(C)C